2'-(2-morpholinylpyrimidin-5-yl)-2,3,6',8'-tetrahydrospiro[indene-1,9'-pyrido[3',2':4,5]imidazo[2,1-c][1,4]oxazine] N1(CCOCC1)C1=NC=C(C=N1)C=1C=CC=2N=C3COCC4(N3C2N1)CCC1=CC=CC=C14